3-({[5-(Difluoromethyl)-1-methyl-3-(trifluoromethyl)-1H-pyrazol-4-yl]methyl}sulfonyl)-5,5-dimethyl-4,5-di-hydro-1,2-oxazol FC(C1=C(C(=NN1C)C(F)(F)F)CS(=O)(=O)C1=NOC(C1)(C)C)F